tert-butyl 4-(((4-(thieno[3,2-d]pyrimidin-4-yloxy)piperidin-1-yl) sulfonyl)methyl)piperidine-1-carboxylate N1=CN=C(C2=C1C=CS2)OC2CCN(CC2)S(=O)(=O)CC2CCN(CC2)C(=O)OC(C)(C)C